5-amino-N-[(1r,3s)-3-{[6-chloro-2-(trifluoromethyl)quinolin-4-yl]amino}cyclohexyl]-1H-pyrazole-4-carboxamide NC1=C(C=NN1)C(=O)N[C@H]1C[C@H](CCC1)NC1=CC(=NC2=CC=C(C=C12)Cl)C(F)(F)F